3-(2,4-Dioxotetrahydropyrimidin-1(2H)-yl)-4,5-dimethylbenzoic acid O=C1N(CCC(N1)=O)C=1C=C(C(=O)O)C=C(C1C)C